C1=CC(=CN=C1)/C(=N/O)/N N-hydroxy-nicotinamidine